O=C1N(CC[C@@H]1OC[C@H](C)OC1=C(C(NN=C1)=O)C(F)(F)F)C1CCN(CC1)C1=NC=C(N=C1)C(F)(F)F 5-(((S)-1-(((S)-2-oxo-1-(1-(5-(trifluoromethyl)pyrazin-2-yl)piperidin-4-yl)pyrrolidin-3-yl)oxy)propan-2-yl)oxy)-4-(trifluoromethyl)pyridazin-3(2H)-one